aminobenzoic acid-4-aminophenyl ester NC1=CC=C(C=C1)OC(C1=C(C=CC=C1)N)=O